FC1=NC=CC(=C1)CC=1NC(=NC1)CC(F)(F)F 2-Fluoro-4-((2-(2,2,2-trifluoroethyl)-3H-imidazol-4-yl)methyl)pyridine